C12(CC3CC(CC(C1)C3)C2)CCN=C=O 2-(adamantan-1-yl)ethyl isocyanate